N-methyl-N-nitroso-urea CN(C(=O)N)N=O